DIETHYLAMINE SULPHUR TRIFLUORIDE [S](F)(F)F.C(C)NCC